1,2,3,4-tetrahydroacridin-9-amine C1CCCC2=NC3=CC=CC=C3C(=C12)N